L-1-tetradecyl-3-methylimidazole chloride [Cl-].C(CCCCCCCCCCCCC)N1CN(C=C1)C